6-((1-(N-(2-cyanophenyl)sulfamoyl)cyclopropyl)methyl)-1-methyl-7-oxo-4,5,6,7-tetrahydro-1H-pyrazolo[3,4-c]pyridine-3-carboxamide C(#N)C1=C(C=CC=C1)NS(=O)(=O)C1(CC1)CN1C(C2=C(CC1)C(=NN2C)C(=O)N)=O